tert-Butyl 2-[3-(dimethylamino)phenyl]piperidine-1-carboxylate CN(C=1C=C(C=CC1)C1N(CCCC1)C(=O)OC(C)(C)C)C